C1(=CC=CC=C1)CCSC1=NN=C2N1C(=CC(N2)=O)CCC 3-[(2-phenylethyl)sulfanyl]-5-propyl[1,2,4]triazolo[4,3-a]pyrimidin-7(8H)-one